phosphomethyl malate (methylethyl malate) CC(C(C(=O)O)(O)CC)C(=O)O.C(C(O)CC(=O)O)(=O)OCP(=O)=O